(5-hydroxy-1,3-dimethyl-1H-pyrazol-4-yl)methanone OC1=C(C(=NN1C)C)C=O